2-bromo-5-chloropyridin-3-ol BrC1=NC=C(C=C1O)Cl